4-(4H-1,2,4-triazol-4-yl)butan-1-amine N=1N=CN(C1)CCCCN